3-amino-1-methyl-N-{[2-(trifluoromethyl)phenyl]methyl}-1H-pyrazole-4-carboxamide NC1=NN(C=C1C(=O)NCC1=C(C=CC=C1)C(F)(F)F)C